FC(C(OC)C1=CC=C(C=C1)CO)(F)F (4-(2,2,2-trifluoro-1-methoxyethyl)phenyl)methanol